C(C1=CC=CC=C1)(=O)C1=CC=C(C(=O)O)C=C1 4-benzoylbenzoic acid